(1S,3S)-3-((2-cyclopropyl-6-(1-methyl-5-(((methyl(propyl)carbamoyl)oxy)methyl)-1H-1,2,3-triazol-4-yl)pyridin-3-yl)oxy)cyclohexane-1-carboxylic acid C1(CC1)C1=NC(=CC=C1O[C@@H]1C[C@H](CCC1)C(=O)O)C=1N=NN(C1COC(N(CCC)C)=O)C